4,6-di-amino-2-phenylindole NC1=C2C=C(NC2=CC(=C1)N)C1=CC=CC=C1